CC1=NN2C(C=C(C=C2)C2=C(C=CC(=N2)C#N)C=2C=NN(C2)CC(C(F)(F)F)(C)C)=N1 6-(2-Methyl[1,2,4]triazolo[1,5-a]pyridin-7-yl)-5-[1-(3,3,3-trifluoro-2,2-dimethylpropyl)-1H-pyrazol-4-yl]pyridin-2-carbonitril